C(C)P(=O)(CC)CSC1=CC=C(C=C1)[N+](=O)[O-] 1-(diethylphosphorylmethylsulfanyl)-4-nitro-benzene